6-(benzyloxy)-1-[(E)-2-{5-[(2-chloropyridin-4-yl)methoxy]-4-methoxy-2-methylphenyl}ethenyl]-7-methoxy-1,2,3,4-tetrahydroisoquinoline C(C1=CC=CC=C1)OC=1C=C2CCNC(C2=CC1OC)\C=C\C1=C(C=C(C(=C1)OCC1=CC(=NC=C1)Cl)OC)C